ClC1=NC=C(C(=N1)OCC1=C(C=CC(=C1)N1N=C(C=C1C)C(F)(F)F)OC)OC 2-Chloro-5-methoxy-4-((2-methoxy-5-(5-methyl-3-(trifluoromethyl)-1H-pyrazol-1-yl)benzyl)oxy)pyrimidine